3-(5-(difluoromethyl)-1,3,4-thiadiazol-2-yl)-8-(5-(hydroxymethyl)-3,3-dimethylpiperazin-1-yl)imidazo[1,5-a]pyridine-6-sulfonamide FC(C1=NN=C(S1)C1=NC=C2N1C=C(C=C2N2CC(NC(C2)CO)(C)C)S(=O)(=O)N)F